4,5-dimethyl-1,3-Dioxolan-2-one CC1OC(OC1C)=O